N-[4-[2-chloro-3-(4-methylpiperazin-1-yl)phenoxy]-5-methyl-6-(o-tolyl)pyrimidin-2-yl]-1-methyl-pyrazole-4-sulfonamide ClC1=C(OC2=NC(=NC(=C2C)C2=C(C=CC=C2)C)NS(=O)(=O)C=2C=NN(C2)C)C=CC=C1N1CCN(CC1)C